CS(=O)(=O)NC=1C=C(C=CC1)NC(=O)C=1SC=C(C1)C(=O)NCCN1CCCCC1.[O].[Zr].[Hf] Hafnium-zirconium oxygen N2-(3-(methylsulfonamido)phenyl)-N4-(2-(piperidin-1-yl)ethyl)thiophene-2,4-dicarboxamide